ferrous sulfate-disodium salt [Na].[Na].S(=O)(=O)([O-])[O-].[Fe+2]